(2-(azetidin-1-yl)-4-(tert-butoxymethyl)pyrimidin-5-yl)methanol N1(CCC1)C1=NC=C(C(=N1)COC(C)(C)C)CO